(3R,4R,5R)-2-(3-carbamoylpyridin-1(4H)-yl)-5-(hydroxymethyl)tetrahydrofuran-3,4-diyl diacetate C(C)(=O)O[C@H]1C(O[C@@H]([C@H]1OC(C)=O)CO)N1C=C(CC=C1)C(N)=O